C(=O)(O)[C@H](CCC1=CC=CC=C1)N[C@@H](C)C(=O)N1[C@@H]2[C@H](C[C@H]1C(=O)OCC)CCC2 (2S,3aS,6aS)-1-[(S)-N-[(S)-1-Carboxy-3-phenylpropyl]alanyl]octahydrocyclopenta[b]pyrrole-2-carboxylic acid, 1-ethyl ester